ClC1=CC=C2C(=CC(=NC2=C1Cl)N[C@@H](CO)C(=O)O)N1C=NC=C1 (7,8-Dichloro-4-(1H-imidazol-1-yl)quinolin-2-yl)serine